tert-butyl (2R)-2-(hydroxymethyl)-4,4-dimethoxypyrrolidine-1-carboxylate OC[C@@H]1N(CC(C1)(OC)OC)C(=O)OC(C)(C)C